C(C1=CC=CC=C1)C=1C(OC2=CC(=CC=C2C1C)OCC(CNCCC1=CC=NC=C1)OC)=O 3-benzyl-7-(2-methoxy-3-((2-(pyridin-4-yl)ethyl)amino)propoxy)-4-methyl-2H-chromen-2-one